(S)-4-acetamidobenzyl-(4-((3,4-dimethyl-2-oxo-7-((2,4,6-trifluorobenzyl) carbamoyl)-3,4-dihydroquinazolin-1(2H)-yl) methyl)-3,5-difluorophenyl) carbonate C(OC1=C(C(=C(C(=C1)F)CN1C(N([C@H](C2=CC=C(C=C12)C(NCC1=C(C=C(C=C1F)F)F)=O)C)C)=O)F)CC1=CC=C(C=C1)NC(C)=O)([O-])=O